ClC=1C=2N(C=C(C1)C=1N=C3N(C(C1)=O)C=C(C=C3)C3CCNCC3)C=C(N2)C 2-(8-chloro-2-methylimidazo[1,2-a]pyridin-6-yl)-7-(piperidin-4-yl)-4H-pyrido[1,2-a]pyrimidin-4-one